3-bromo-N-[2-bromo-4-chloro-6-[[(1-cyclopropylethyl)amino]carbonyl]phenyl]-1-(3-chloropyridin-2-yl)-1H-pyrazole-5-carboxamide BrC1=NN(C(=C1)C(=O)NC1=C(C=C(C=C1C(=O)NC(C)C1CC1)Cl)Br)C1=NC=CC=C1Cl